C(CCC(C(=O)O)(C)Br)CC(C(=O)O)(C)Br ethylenebis(2-bromoisobutyric acid)